N1CCC=2C1=NC=CC2N2CC(C2)CNC(OC(C)(C)C)=O tert-butyl ((1-(2,3-dihydro-1H-pyrrolo[2,3-b]pyridin-4-yl)azetidin-3-yl)methyl)carbamate